N-(2-(1-methyl-2,5-dihydro-1H-pyrrol-3-yl)thieno[2,3-b]pyridin-4-yl)benzo[d]thiazol-5-amine CN1CC(=CC1)C1=CC=2C(=NC=CC2NC=2C=CC3=C(N=CS3)C2)S1